6-(2,5-dichloropyrimidin-4-yl)-2-[(3-methyloxetan-3-yl)methyl]-2,3-dihydro-1H-isoindol-1-one ClC1=NC=C(C(=N1)C1=CC=C2CN(C(C2=C1)=O)CC1(COC1)C)Cl